C(C(C)(C)C)C1=C(C=CC=C1)S(=O)(=O)O neopentylbenzenesulfonic acid